3,3',3''-phosphanetriyltripropanoic acid hydrochloride Cl.P(CCC(=O)O)(CCC(=O)O)CCC(=O)O